Cl.NCCNC(CCCC(=O)OCC1=CC=CC=C1)=O Benzyl 5-((2-aminoethyl) amino)-5-oxopentanoate hydrochloride